N-(((R)-2,2-dichlorocyclopropyl)methyl)-4-fluoropyrrolidine-2-carboxamide ClC1([C@H](C1)CNC(=O)C1NCC(C1)F)Cl